rel-5-(2,8-dimethylimidazo[1,2-B]pyridazin-6-yl)-N-((2S,4S)-1-ethyl-2-methylpiperidin-4-yl)-7-fluoro-N-methylbenzo[d]oxazol-2-amine CC=1N=C2N(N=C(C=C2C)C=2C=C(C3=C(N=C(O3)N(C)[C@@H]3C[C@@H](N(CC3)CC)C)C2)F)C1 |o1:20,22|